5-(Oxetan-3-yl)-N-((1R,3R,5S)-8-(((1R,5S,6R)-6-((4,4,4-trifluorobutyl)amino)-3-azabicyclo[3.1.1]heptan-3-yl)sulfonyl)-8-azabicyclo[3.2.1]octan-3-yl)isoxazole-3-carboxamide O1CC(C1)C1=CC(=NO1)C(=O)NC1C[C@H]2CC[C@@H](C1)N2S(=O)(=O)N2C[C@@H]1C([C@H](C2)C1)NCCCC(F)(F)F